1-((R)-1-(4-cyanophenyl)ethyl)-4-oxo-6-((1S,2S)-2-(pyrimidin-2-yl)cyclobutyl)-4,5-dihydro-1H-pyrazolo[3,4-d]pyrimidine-3-carbonitrile C(#N)C1=CC=C(C=C1)[C@@H](C)N1N=C(C2=C1N=C(NC2=O)[C@@H]2[C@H](CC2)C2=NC=CC=N2)C#N